C(C)(C)(C)OC(=O)N1C(C2(COCC(N2)=O)CCC1)COC1CC=C(CC1)C=1C(=NC=CC1C)OC 7-({[4-(2-Methoxy-4-methylpyridin-3-yl)cyclohex-3-en-1-yl]oxy}methyl)-2-oxo-4-oxa-1,8-diazaspiro[5.5]undecane-8-carboxylic acid tert-butyl ester